CC(=CC(=O)OC(CC)O)CCCC(CCCC(CCCC(C)C)C)C O-(3,7,11,15-tetramethylhexadec-2-enoyl)propanediol